NCCCN(C1=CC=CC=C1)CC N-(3-aminopropyl)-N-ethylaniline